COC(=O)C=1C=NN(C1COC)CC1=C(C=C2CCN(CC2=C1)C)F 1-((6-fluoro-2-methyl-1,2,3,4-tetrahydroisoquinolin-7-yl)methyl)-5-(methoxymethyl)-1H-pyrazole-4-carboxylic acid methyl ester